[C@@H]1([C@H](O)[C@H](O)[C@@H](CO)O1)N1C=NC=2C(=O)NC(N)=NC12 [35S]guanosine